2-((6-((2-aminoethyl)(methyl)amino)-3,5-dicyano-4-ethylpyridin-2-yl)sulfanyl)-2-phenylacetamide NCCN(C1=C(C(=C(C(=N1)SC(C(=O)N)C1=CC=CC=C1)C#N)CC)C#N)C